trimethylolpropane dieicosenoate C(C=CCCCCCCCCCCCCCCCCC)(=O)O.C(C=CCCCCCCCCCCCCCCCCC)(=O)O.C(O)C(CC)(CO)CO